(biphenylyl)[phenyl(dimethylfluorenyl)triazinyl]dibenzoselenophen C1(=C(C=CC=C1)C1=C(C2=C([Se]C3=C2C=CC=C3)C=C1)C1=NN=NC(=C1C1=C(C(=CC=3C2=CC=CC=C2CC13)C)C)C1=CC=CC=C1)C1=CC=CC=C1